N,2,2-trimethyl-N-(1-phenylethyl)butanamide tert-butyl-N-[[4-[1-[2-(dimethylamino)-2-oxo-ethyl]pyrazol-4-yl]-1-[4-(trifluoromethoxy)phenyl]pyrazolo[3,4-b]pyridin-3-yl]methyl]carbamate C(C)(C)(C)OC(NCC1=NN(C2=NC=CC(=C21)C=2C=NN(C2)CC(=O)N(C)C)C2=CC=C(C=C2)OC(F)(F)F)=O.CN(C(C(CC)(C)C)=O)C(C)C2=CC=CC=C2